CS(=O)(=O)CCNC=1C2=C(N=C(C1)N)NC=C2 N4-(2-(methylsulfonyl)ethyl)-1H-pyrrolo[2,3-b]pyridine-4,6-diamine